C(C)(=O)OC[C@H](NC(=O)C=1N=C(SC1)C1=C(C=C(C=C1)NC(=O)OC(C)(C)C)Cl)C(=O)N[C@@H](CO[Si](C1=CC=CC=C1)(C1=CC=CC=C1)C(C)(C)C)C(=O)OC Methyl N-(O-acetyl-N-(2-(4-((tert-butoxycarbonyl)amino)-2-chlorophenyl)thiazole-4-carbonyl)-L-seryl)-O-(tert-butyldiphenylsilyl)-L-serinate